2-(azetidin-3-yl)-5-[3-(trifluoromethyl)pyrrolidin-1-yl]pyrazine N1CC(C1)C1=NC=C(N=C1)N1CC(CC1)C(F)(F)F